NC1=C2C(=NC=N1)N(N=C2C2=CC=C(C=C2)OC2=CC=CC=C2)[C@H]2CN(CCC2)C2CCN(CC2)C(=O)N2CCN(CC2)C=2C=C1CN(C(C1=CC2)=O)C2C(NC(CC2)=O)=O 3-(5-(4-((R)-3-(4-amino-3-(4-phenoxyphenyl)-1H-pyrazolo[3,4-d]pyrimidin-1-yl)-[1,4'-bipiperidine]-1'-carbonyl)piperazin-1-yl)-1-oxoisoindolin-2-yl)piperidine-2,6-dione